1,3,5-tris(isocyanatomethyl)-1,3,5-triazinane-2,4,6-trione N(=C=O)CN1C(N(C(N(C1=O)CN=C=O)=O)CN=C=O)=O